(S)-4-((2-methoxyethyl)(4-(5,6,7,8-tetrahydro-1,8-naphthyridin-2-yl)butyl)amino)-2-((((1,1,1-trifluoro-2-methylpropan-2-yl)oxy)carbonyl)amino)butanoic acid COCCN(CC[C@@H](C(=O)O)NC(=O)OC(C(F)(F)F)(C)C)CCCCC1=NC=2NCCCC2C=C1